ClC1=C(C=CC=C1)N1C(N=C(C2=C1N=C(C=C2)C(F)(F)F)NC2=CC(=NC=C2)C(F)(F)F)=O 1-(2-chlorophenyl)-7-(trifluoromethyl)-4-((2-(trifluoromethyl)pyridin-4-yl)-amino)-pyrido[2,3-d]pyrimidin-2(1H)-one